6-chloro-7-(2,2-difluoroethoxy)-1-(4-(difluoromethoxy)phenyl)-3-(2-methyl-2H-indazol-5-yl)-3,4-dihydroquinazolin-2(1H)-one ClC=1C=C2CN(C(N(C2=CC1OCC(F)F)C1=CC=C(C=C1)OC(F)F)=O)C1=CC2=CN(N=C2C=C1)C